BrC=1C=C(C=C(C1)OC)C[C@H](C(=O)O)[C@@H]1CN(CC1)C(=O)OC(C)(C)C (2S)-3-(3-bromo-5-methoxyphenyl)-2-[(3R)-1-[(tert-butoxy)carbonyl]pyrrolidin-3-yl]propionic acid